4,8-dichloro-6-iodo-quinazoline ClC1=NC=NC2=C(C=C(C=C12)I)Cl